2-(2,5-dimethyl-1H-pyrrol-1-yl)thiazolo[4,5-c]pyridin-6-nitrile CC=1N(C(=CC1)C)C=1SC2=C(C=NC(=C2)C#N)N1